1-[N,N-bis(hydroxyethyl)aminoethyl]benzotriazole OCCN(CCO)CCN1N=NC2=C1C=CC=C2